CS(=O)(=NC1CNCC(C1)C(F)(F)F)C dimethyl((5-(trifluoromethyl)piperidin-3-yl)imino)-λ6-sulfanone